C(C1=CC=CC=C1)OC1=C(N(C=CC1=O)C[C@@H](O)C1=CC2=CC=CC=C2C=C1)C (S)-3-(benzyloxy)-1-(2-(naphthalen-2-yl)-2-hydroxyethyl)-2-methylpyridin-4(1H)-one